C(C=C)[C@H]1[C@H](CCCC1)O (1S,2S)-2-ALLYLCYCLOHEXANOL